N-(6-(4-chlorophenyl)thiazolo[4,5-c]pyridin-2-yl)-4-(6-methoxyimidazo[1,5-a]pyridin-7-yl)-6-methylnicotinamide ClC1=CC=C(C=C1)C1=CC2=C(C=N1)N=C(S2)NC(C2=CN=C(C=C2C2=CC=1N(C=C2OC)C=NC1)C)=O